(R or S)-4-(2-(3-(ethoxymethyl)-1-(pyridin-3-ylmethyl)pyrrolidin-3-yl)ethyl)benzonitrile C(C)OC[C@]1(CN(CC1)CC=1C=NC=CC1)CCC1=CC=C(C#N)C=C1 |o1:4|